S(=O)(=O)([O-])OOS(=O)(=O)[O-].[NH4+].[Ni+2].[Co+2] cobalt-nickel ammonium persulfate